C1(=CC=CC=C1)C(CC(OCCCCCCC(NC=1SC=C(N1)C1=CC=CC=C1)=O)=S)C 7-oxo-7-((4-phenylthiazol-2-yl)amino)heptyl 3-phenylbutane-thioate